7-chloro-N-[4-(cyanomethyl)-2,5-difluoro-phenyl]quinoline-4-sulfonamide ClC1=CC=C2C(=CC=NC2=C1)S(=O)(=O)NC1=C(C=C(C(=C1)F)CC#N)F